5-[(2,5-dimethylphenoxy)methyl]-3-methyl-1-phenyl-pyrazole CC1=C(OCC2=CC(=NN2C2=CC=CC=C2)C)C=C(C=C1)C